4-Hexyl-1-tosyl-1H-1,2,3-triazole C(CCCCC)C=1N=NN(C1)S(=O)(=O)C1=CC=C(C)C=C1